CC1OC(OC(C12COC(OC2)CCO)(C)C)(CCO)C tetramethyl-2,4,8,10-tetraoxaspiro[5.5]undecane-3,9-diethanol